(9Z)-9-octadecenoic acid potassium salt [K+].C(CCCCCCC\C=C/CCCCCCCC)(=O)[O-]